2-(4,5-dichloro-6-oxopyridazin-1(6H)-yl)-N-(5-methoxy-1-(2-morpholinoethyl)-2-oxoindolin-3-yl)acetamide ClC=1C=NN(C(C1Cl)=O)CC(=O)NC1C(N(C2=CC=C(C=C12)OC)CCN1CCOCC1)=O